ClC=1C(=CC(=C(C1)NC1=NC=NC2=CC(=C(C=C12)OC1CCN(CC1)C(C=C)=O)OC)OC)OC1=CC(=CC=C1)OC 1-(4-((4-((5-chloro-2-methoxy-4-(3-methoxyphenoxy)phenyl)amino)-7-methoxyquinazolin-6-yl)oxy)piperidin-1-yl)prop-2-en-1-one